N1=C(C=CC2=CC=CC=C12)O.[Al] aluminum compound with quinolinol